FC1(CNC(N(C1)[C@H](COC)C1=CC(=NC=C1)NC([C@H](C1CCC(CC1)(F)F)N1OC=CC1CC)=O)=O)F N-((S)-2-((4-((S)-1-(5,5-difluoro-2-oxotetrahydropyrimidin-1(2H)-yl)-2-methoxyethyl)pyridin-2-yl)amino)-1-(4,4-difluorocyclohexyl)-2-oxoethyl)-3-ethylisoxazole